ClC1=NC=C(C2=CC=CC=C12)O 1-CHLORO-4-HYDROXYISOQUINOLIN